ClC=1C(=C2C=NNC2=C(C1F)C(=C(F)F)C)C=1N=CC=2N(C1)C=C(N2)NC(=O)C2C(C2)F N-(6-(5-chloro-7-(1,1-difluoroprop-1-en-2-yl)-6-fluoro-1H-indazol-4-yl)imidazo[1,2-a]pyrazin-2-yl)-2-fluorocyclopropane-1-carboxamide